tert-butyl N-[[(2S)-4-[3-[3-(2,6-dioxo-3-piperidyl)-2-oxo-1,3-benzoxazol-7-yl]prop-2-ynyl]morpholin-2-yl]methyl]carbamate O=C1NC(CCC1N1C(OC2=C1C=CC=C2C#CCN2C[C@@H](OCC2)CNC(OC(C)(C)C)=O)=O)=O